CN1[C@@H]([C@H](CC1=O)C(=O)NCCOCCOCCNC(=O)C1CCN(CC1)C1=CC=C(C(=O)OC)C=C1)C=1C=NC=CC1 Methyl 4-(4-((2-(2-(2-((2S,3S)-1-methyl-5-oxo-2-(pyridin-3-yl)pyrrolidine-3-carboxamido) ethoxy)ethoxy)ethyl)carbamoyl)piperidin-1-yl)benzoate